OC=1C=C(C=CC1)CCC(=O)O 3-(3-hydroxyphenyl)-propanoic acid